CC(CCCCC1=C(C2C(C(C1CC2)C(=O)O)C(=O)O)CCCCC(=C)C)=C bis(5-methyl-5-hexenyl)bicyclo[2.2.2]oct-5-ene-2,3-dicarboxylic acid